CCC1CO1 1,2-butene oxide